C[C@H]1N2N=CC(C3=NNC=4C=CC(O[C@@H](CCOCC1)C)=CC34)=C2 (6R,12R)-6,12-dimethyl-9,13-dioxa-4,5,18,19-tetraazatetracyclo[12.5.2.12,5.017,20]docosa-1(19),2(22),3,14(21),15,17(20)-hexaene